NCC1=NNC(C2=C(C=C(C=C12)C1=C(N(N=C1)C)C1=C(C#N)C(=CC(=C1F)Cl)OC1CC1)C)=O (M)-2-[4-[4-(aminomethyl)-8-methyl-1-oxo-2H-phthalazin-6-yl]-2-methyl-pyrazol-3-yl]-4-chloro-6-(cyclopropoxy)-3-fluoro-benzonitrile